CNC1=CC(=NC=C1)N(C(OC(C)(C)C)=O)CC=1C=CC=2N(C1)C=C(N2)CN2C(C1=CN=CC(=C1C=C2)C2=CC=CC=C2)=O tert-butyl N-[4-(methylamino)pyridin-2-yl]-N-({2-[(1-oxo-5-phenyl-1,2-dihydro-2,7-naphthyridin-2-yl)methyl]imidazo[1,2-a]pyridin-6-yl}methyl)carbamate